3',5'-difluoro-3,5-dimethyl-[1,1']biphenyl-2-amine FC=1C=C(C=C(C1)F)C=1C(=C(C=C(C1)C)C)N